2-bromo-6-(1H-imidazol-1-yl)pyridine BrC1=NC(=CC=C1)N1C=NC=C1